4-(8-fluoro-7-methyl-[1,2,4]triazolo[1,5-a]pyridin-6-yl)piperidin FC=1C=2N(C=C(C1C)C1CCNCC1)N=CN2